OCC[NH+](C)C Hydroxyethyl-Dimethylammonium